CC=1N=CN2C1[C@H](CCC2)C2=CC=C(C=C2)NC(C[C@@H]2COCC2)=O |o1:6| N-(4-((R*)-1-methyl-5,6,7,8-tetrahydroimidazo[1,5-a]pyridin-8-yl)phenyl)-2-((R)-tetrahydrofuran-3-yl)acetamide